magnesium-zinc-manganese [Mn].[Zn].[Mg]